CN(C1=CC=C(C=C1)C1=CC(=C(C=C1)CN(C(=O)[C@H]1[C@H]2CC[C@@H](C1)C2)C=2C=C(C=CC2)/C=C/C(=O)OC)F)C methyl (E)-3-(3-((1S,2R,4R)-N-((4'-(dimethylamino)-3-fluoro-[1,1'-biphenyl]-4-yl)methyl)bicyclo[2.2.1]heptane-2-carboxamido)phenyl)acrylate